potassium Acetate Potassium Acetate C(C)(=O)[O-].[K+].C(C)(=O)[O-].[K+]